FC1=C(C=CC=C1)[C@H](C)O (S)-1-(2-fluorophenyl)ethan-1-ol